FC=1C=C(C=CC1F)[C@@H]1CCC2=NN(C(N21)=O)C21CC(C2)(C1)C#N (S)-3-(5-(3,4-difluorophenyl)-3-oxo-6,7-dihydro-3H-pyrrolo[2,1-c][1,2,4]triazol-2(5H)-yl)bicyclo[1.1.1]pentane-1-carbonitrile